3-(4-(1-((4-fluoro-1-(7-azaspiro[3.5]nonan-2-yl)piperidin-4-yl)methyl)piperidin-4-yl)-3-methyl-2-oxo-2,3-dihydro-1H-benzo[d]imidazol-1-yl)piperidine-2,6-dione FC1(CCN(CC1)C1CC2(C1)CCNCC2)CN2CCC(CC2)C2=CC=CC=1N(C(N(C12)C)=O)C1C(NC(CC1)=O)=O